S-(1-(methoxycarbonyl) ethyl) xanthate OC(=S)SC(C)C(=O)OC